6-chloro-3-(pent-4-en-1-yl)quinazolin-4(3H)-one ClC=1C=C2C(N(C=NC2=CC1)CCCC=C)=O